4-((3,4-dichloro-2-fluorophenyl) amino)-6-nitroquinazolin-7-yl trifluoromethanesulfonate FC(S(=O)(=O)OC1=C(C=C2C(=NC=NC2=C1)NC1=C(C(=C(C=C1)Cl)Cl)F)[N+](=O)[O-])(F)F